(2S,4R)-1-(3-bromobenzoyl)-4-hydroxy-N-(4-(oxazol-5-yl)benzyl)pyrrolidine-2-carboxamide BrC=1C=C(C(=O)N2[C@@H](C[C@H](C2)O)C(=O)NCC2=CC=C(C=C2)C2=CN=CO2)C=CC1